S(C)(=O)(=O)[O-].C(C1=CC=CC=C1)[C@H](NC([C@@H](NC([C@@H](NC(C[NH+]1CCOCC1)=O)CCC1=CC=CC=C1)=O)CC(C)C)=O)C(N[C@@H](CC(C)C)C(=O)[C@@]1(OC1)C)=O 4-((4S,7S,10S,13S)-10-benzyl-7-isobutyl-15-methyl-13-((R)-2-methyloxirane-2-carbonyl)-2,5,8,11-tetraoxo-4-phenethyl-3,6,9,12-tetraazahexadecyl)morpholin-4-ium Mesylate